CC1(CC(CC1)C)O 1,3-dimethylcyclopentanol